Bornanone C12(C(CC(CC1)C2(C)C)=O)C